3-((3,5-difluorophenoxy)methyl)piperidine hydrochloride Cl.FC=1C=C(OCC2CNCCC2)C=C(C1)F